2-(6-{[4-(2-amino-7-methoxy-4-quinazolinyl)-1H-1,2,3-triazol-1-yl]methyl}-2-pyridyl)-2-propanol NC1=NC2=CC(=CC=C2C(=N1)C=1N=NN(C1)CC1=CC=CC(=N1)C(C)(C)O)OC